C1(CC1)C=1C=CC2=C(C(=NN(C2=O)CC(=O)NC2=NC=C(C=N2)F)C)N1 2-(2-Cyclopropyl-8-methyl-5-oxo-pyrido[2,3-d]pyridazin-6-yl)-N-(5-fluoropyrimidin-2-yl)acetamide